COC=1C(=C(C(=CC1)OC)C1=C(C=C(C=C1C(C)C)C(C)C)C(C)C)P(C(C)(C)C)C(C)(C)C [3,6-Dimethoxy-2',4',6'-tris(1-methylethyl)[1,1'-biphenyl]-2-yl]bis(1,1-dimethylethyl)phosphine